C(C)(C)(C)[C@@H]1CN(CCO1)C(=O)NC1=C(C=C(C(=C1)C1=CC(=NC(=C1)N1CCOCC1)OCCO)C)F |r| (RS)-2-(tert-butyl)-N-(2-fluoro-5-(2-(2-hydroxyethoxy)-6-morpholinopyridin-4-yl)-4-methylphenyl)morpholine-4-carboxamide